7-(3-amino-6-(4-(4-methylpiperazin-1-yl)phenyl)pyrazin-2-yl)-2-methylquinazolin-4(3H)-one NC=1C(=NC(=CN1)C1=CC=C(C=C1)N1CCN(CC1)C)C1=CC=C2C(NC(=NC2=C1)C)=O